phenylsulfonyl-hydrazine potassium salt [K].C1(=CC=CC=C1)S(=O)(=O)NN